N-Boc-L-(-)-proline C(=O)(OC(C)(C)C)N1[C@@H](CCC1)C(=O)O